Cl.C(#N)C[C@@H]1N(CCNC1)C(=O)OCC1=CC=CC=C1 (S)-benzyl 2-(cyanomethyl)piperazine-1-carboxylate hydrochloride